C1(CC1)N1C=C(C(C2=CC(=C(C(=C12)OC)N1CC(N(CC1)C(C)=O)C)F)=O)C(C=CC1=CC=C(C=C1)C)=O 1-cyclopropyl-6-fluoro-7-(3-methyl-4-acetylpiperazin-1-yl)-3-(4-methylcinnamoyl)-8-methoxy-quinolin-4(1H)-one